((5-(5-Fluoropyridin-2-yl)oxazol-2-yl)amino)-N'-hydroxypyridineformamidine FC=1C=CC(=NC1)C1=CN=C(O1)NC=1C(=NC=CC1)C(=NO)N